FC1=C(C=CC=C1)NC(=O)C(=O)N (2-fluorophenyl)oxamide